(2S,3R,4S,5S,6S)-2-(4-(hydroxymethyl)-3,5-dimethoxyphenoxy)-6-(methoxycarbonyl)tetrahydro-2H-pyran-3,4,5-triyl triacetate C(C)(=O)O[C@H]1[C@@H](O[C@@H]([C@H]([C@@H]1OC(C)=O)OC(C)=O)C(=O)OC)OC1=CC(=C(C(=C1)OC)CO)OC